COP(=O)(C1=CC=CC=C1)C(C=C)=O Methyl-acryloylphenylphosphinate